1-bromo-2-fluoro-4-[(trifluoromethyl)oxy]benzene BrC1=C(C=C(C=C1)OC(F)(F)F)F